C1(=CC=CC=2OC3=C(C21)C=CC=C3)C3=CC=CC(=N3)NCCC 6-(dibenzo[b,d]furan-1-yl)-N-propylpyridin-2-amine